1,8-bis(phenylsulfanyl)-9,10-anthraquinone C1(=CC=CC=C1)SC1=CC=CC=2C(C3=CC=CC(=C3C(C12)=O)SC1=CC=CC=C1)=O